NCC1=NNC(C2=CC=C(C=C12)C1(CCC1)C(=O)N(CC1=NC=C(C=C1)C(F)(F)F)C1CCCC=2C=CC=NC12)=O 1-(4-(aminomethyl)-1-oxo-1,2-dihydrophthalazin-6-yl)-N-(5,6,7,8-tetrahydroquinolin-8-yl)-N-((5-(trifluoromethyl)pyridin-2-yl)methyl)cyclobutane-1-carboxamide